(E)-1,3-diethyl-8-(2-(6-(2-methoxyethoxy)pyridin-3-yl)vinyl)-7-methyl-1H-purine-2,6(3H,7H)-dione C(C)N1C(N(C=2N=C(N(C2C1=O)C)\C=C\C=1C=NC(=CC1)OCCOC)CC)=O